The molecule is adenosine with the hydroxy group at C-5' substituted with a methylthio (methylsulfanyl) group. It has a role as a human metabolite, an algal metabolite, a Saccharomyces cerevisiae metabolite, an Escherichia coli metabolite and a mouse metabolite. It derives from an adenosine. CSC[C@@H]1[C@H]([C@H]([C@@H](O1)N2C=NC3=C(N=CN=C32)N)O)O